ClC=1C(=C(C=CC1OCC1CC1)NC=1C2=C(N=CN1)C=CC(=N2)N2[C@@H]1CN[C@H](C2)CC1)F N-[3-chloro-4-(cyclopropylmethoxy)-2-fluoro-phenyl]-6-[(1S,4S)-2,5-diazabicyclo[2.2.2]octan-2-yl]pyrido[3,2-d]pyrimidin-4-amine